propan-2-yl 5-[2-[[7-(5-methyl-1,2,4-oxadiazol-3-yl)-1-isoquinolyl]amino]ethyl]-6,7-dihydro-4H-pyrazolo[1,5-a]pyrazine-2-carboxylate CC1=NC(=NO1)C1=CC=C2C=CN=C(C2=C1)NCCN1CC=2N(CC1)N=C(C2)C(=O)OC(C)C